(S)-N-(5-methoxy-2,3-dihydro-1H-inden-1-ylidene)-2-methylpropane-2-sulfinamide COC=1C=C2CCC(C2=CC1)=N[S@@](=O)C(C)(C)C